CC1=CC=C(C=C1)NNC(COC1=C(OC2=C(C1=O)C=CC=C2)C2=CC=CC=C2)=O N'-(4-methylphenyl)-2-((4-oxo-2-phenyl-4H-benzopyran-3-yl)oxy)acethydrazide